Lithium manganese [Mn].[Li]